(E)-2-bromo-3-fluoropropene BrC(=C)CF